N(C(=[NH2+])N)[2H] guanidinium-d